CON=C(C#CC1=CC=C(C=C1)CC)C1=CC=CC=C1 1-phenyl-3-(4-ethylphenyl)-2-propyne-1-one O-methyl oxime